C1=C(C=CC2=CC=CC=C12)C(=O)C=C1SC2=C(N1C)C=CC=C2 2-(β-naphthoyl-methylene)-3-methylbenzothiazolin